FC1=CC2=C(C=C3N2C(=NN(C3=O)CC(=O)OCC)C(C)C)S1 Ethyl 2-(2-fluoro-5-isopropyl-8-oxothieno[2',3':4,5]pyrrolo[1,2-d][1,2,4]triazin-7(8H)-yl)acetate